IC1=C(C(=O)N)C(=CC(=C1)I)I 2,4,6-triiodo-benzamide